2-(difluoromethoxy)-1,3-difluorobenzene FC(OC1=C(C=CC=C1F)F)F